(R)-1-(1-acryloylpyrrolidin-3-yl)-3-(4-(3-chloro-5-methoxyphenoxy)phenyl)-1H-imidazo[4,5-c]pyridin-2(3H)-one C(C=C)(=O)N1C[C@@H](CC1)N1C(N(C=2C=NC=CC21)C2=CC=C(C=C2)OC2=CC(=CC(=C2)OC)Cl)=O